COC(=O)C1=CN=C(S1)C1=NC=CN=C1[C@H](C)NC(=O)OC(C)(C)C.SCC1=C(C(=CC(=C1)CS)CS)CS 1,2,3,5-tetrakis(mercaptomethyl)benzene (+)-Methyl-2-(3-{(1S)-1-[(tert-Butoxycarbonyl)amino]ethyl}pyrazin-2-yl)-1,3-thiazole-5-carboxylate